N-(5-(3,5-difluorobenzyl)-1H-indazol-3-yl)-4-(4-(2-(2,6-dioxopiperidin-3-yl)-1,3-dioxoisoindolin-5-yl)piperazin-1-yl)-2-((tetrahydro-2H-pyran-4-yl)amino)benzamide FC=1C=C(CC=2C=C3C(=NNC3=CC2)NC(C2=C(C=C(C=C2)N2CCN(CC2)C=2C=C3C(N(C(C3=CC2)=O)C2C(NC(CC2)=O)=O)=O)NC2CCOCC2)=O)C=C(C1)F